2-(benzo[d]oxazol-2-yl)-4-fluorophenyl acrylate C(C=C)(=O)OC1=C(C=C(C=C1)F)C=1OC2=C(N1)C=CC=C2